C(C)C1=C(C=NC=C1)C=1C=C2C=C(N=NC2=C(C1)NC(OC(C)(C)C)=O)NC(NCC(F)(F)F)=O tert-Butyl N-[6-(4-ethyl-3-pyridyl)-3-(2,2,2-trifluoroethylcarbamoylamino) cinnolin-8-yl]carbamate